C(C1=CC=CC=C1)OC1=CC=C(CCl)C=C1 4-(benzyloxy)benzyl chloride